O1CCC2=C1C=CC=C2NC=2N=CC1=C(N2)C2(C(N(C1)C=1C=C(C=CC1C)NC(C1=CN=CC(=C1)C(F)(F)F)=O)=O)CC2 N-(3-(2'-((2,3-dihydrobenzofuran-4-yl)amino)-7'-oxo-5'H-spiro[cyclopropane-1,8'-pyrido[4,3-d]pyrimidine]-6'(7'H)-yl)-4-methylphenyl)-5-(trifluoromethyl)nicotinamide